Ethylimino-[2-[3-ethylsulfonyl-6-[3-(trifluoromethyl)-1,2,4-triazol-1-yl]-2-pyridyl]-1-methylbenzimidazol-5-yl]oxo(trifluoromethyl)-λ6-sulfan C(C)N=S(C(F)(F)F)(=O)C1=CC2=C(N(C(=N2)C2=NC(=CC=C2S(=O)(=O)CC)N2N=C(N=C2)C(F)(F)F)C)C=C1